tert-butyl 4-[(3aR,4R,6R,6aS)-6-[5-(4-benzyl-1,3-thiazol-2-yl)-2-chloropyrrolo[2,3-d]pyrimidin-7-yl]-2,2-dimethyl-tetrahydro-3aH-cyclopenta[d][1,3]dioxol-4-yl]piperidine-1-carboxylate C(C1=CC=CC=C1)C=1N=C(SC1)C1=CN(C=2N=C(N=CC21)Cl)[C@@H]2C[C@@H]([C@@H]1[C@H]2OC(O1)(C)C)C1CCN(CC1)C(=O)OC(C)(C)C